bromo[(Z)-1-bromo-3-hexene] BrC(C\C=C/CC)Br